C(C1=CC=CC=C1)OC(=O)N1CCC(CC1)OS(=O)(=O)C 4-((methylsulfonyl)oxy)piperidine-1-carboxylic acid benzyl ester